The molecule is a retinoid that consists of all-trans-retinoic acid bearing two hydroxy substituents at positions 4 and 16. It is a retinoid, a dihydroxy monocarboxylic acid and a secondary allylic alcohol. It derives from an all-trans-retinoic acid. It is a conjugate acid of an all-trans-4,16-dihydroxyretinoate. CC1=C(C(CCC1O)(C)CO)/C=C/C(=C/C=C/C(=C/C(=O)O)/C)/C